(2-Chloro-6-((2-methoxyphenyl)amino)pyrimidin-4-yl)(3,4-dihydroisoquinolin-2(1H)-yl)methanone ClC1=NC(=CC(=N1)C(=O)N1CC2=CC=CC=C2CC1)NC1=C(C=CC=C1)OC